N\C(\C)=N\C(=N\S(=O)(=O)C1=CC=C(C=C1)C#N)\N1N=C(C(CC1)C1=CC=CC=C1)C1=CC=C(C=C1)Cl (Z)-N-((E)-1-aminoethylidene)-3-(4-chlorophenyl)-N'-((4-cyanophenyl)sulfonyl)-4-phenyl-5,6-dihydropyridazine-1(4H)-carboximidamide